2-methylhydroxyisobutyrate CC(C(=O)[O-])(CO)C